5-(1-((3-methyloxetan-3-yl)methyl)-1H-pyrazol-4-yl)-N-(1-((3-methyloxetan-3-yl)methyl)-3-(pyridin-2-yl)-1H-pyrazol-4-yl)furan-2-carboxamide CC1(COC1)CN1N=CC(=C1)C1=CC=C(O1)C(=O)NC=1C(=NN(C1)CC1(COC1)C)C1=NC=CC=C1